2-isopropoxy-5-(5-(2-methoxyphenyl)pyrimidin-2-yl)benzonitrile C(C)(C)OC1=C(C#N)C=C(C=C1)C1=NC=C(C=N1)C1=C(C=CC=C1)OC